C1=CC(=CC=2SC3=CC(=CC=C3NC12)N)N 10H-phenothiazine-3,7-diamine